OC(=O)C(F)(F)F.OC(=O)C(F)(F)F.N1CC(C1)C(=O)N azetidine-3-carboxamide di-TFA salt